C(C)(=O)NC(C(=O)OC)C(C)(SSC(=O)OC1=CC=CC=C1)C Methyl 2-acetamido-3-methyl-3-((phenoxycarbonyl)disulfaneyl)butanoate